CC1=NC=CC(C1OC1OCCCC1)=O 2-methyl-3-tetrahydropyran-oxypyridine-4-one